Cl.N1(CCNCC1)CCC=1C(=C2C(NC(C2=CC1)=O)=O)N1CCNCC1 [2-(piperazin-1-yl)ethyl]piperazin-1-yl-isoindole-1,3-dione hydrochloride